[Cl-].C(CCCCCCCCCCCCCCCCCCCCC)[N+](CCO)(C)C behenyl-dimethyl-hydroxyethyl-ammonium chloride